acrylic methyl ester COC(C=C)=O